2-[(2-aminoethyl)amino]-ethanol NCCNCCO